CC1(C(C1)CC1C(C2(CC2C1)C)(C)C)CO 1-methyl-2-((1,2,2-trimethylbicyclo(3.1.0)hex-3-yl)methyl)-cyclopropane-methanol